OCC1(CN(CCN1)C1=CC=CC=2OCCOC21)CO 5-(3,3-bis(hydroxymethyl)piperazin-1-yl)-2,3-dihydro-1,4-benzodioxine